1,2-dichloro-1-phenyl-ethaneN ClC(=CCl)C1=CC=CC=C1